(3aR,5s,6aS)-N-(6-imidazo[1,2-a]pyridin-6-ylpyridazin-3-yl)-2-(tetrahydropyran-4-ylmethyl)-3,3a,4,5,6,6a-hexahydro-1H-cyclopenta[c]pyrrol-5-amine N=1C=CN2C1C=CC(=C2)C2=CC=C(N=N2)NC2C[C@@H]1[C@@H](CN(C1)CC1CCOCC1)C2